ClC(C1=NC(=NO1)C=1C=CC(=NC1)CP(N1CCCCC1)(C)=O)(F)F ((5-(5-(chlorodifluoromethyl)-1,2,4-oxadiazol-3-yl)pyridin-2-yl)methyl)(methyl)(piperidin-1-yl)phosphine oxide